C(C1=CC=CC=C1)OCCCOC=1C=C(C=CC1N1CCN(CC1)C)C1=NN(C2=CN=C(C=C21)Br)S(=O)(=O)CC2=CC=CC=C2 3-(3-(3-(benzyloxy)propoxy)-4-(4-methylpiperazin-1-yl)phenyl)-5-bromo-1-toluenesulfonyl-1H-pyrazolo[3,4-c]pyridine